FC(C)(F)C=1C=C(C=CC1)C1=CC2(CNC2)CC1 (rac)-6-(3-(1,1-difluoroethyl)phenyl)-2-azaspiro[3.4]Oct-5-ene